C[C@H]1[C@H](CNCC1)NC1=C2C(=NC=C1C(=O)OCCOC)NC=C2 2-methoxyethyl 4-(((3R,4R)-4-methylpiperidin-3-yl) amino)-1H-pyrrolo[2,3-b]pyridine-5-carboxylate